4-(3-((2-(1-(cyclopropylsulfonyl)-1H-pyrazol-4-yl)pyrimidin-4-yl)amino)-5-isopropylisoquinolin-8-yl)-2-methylbutan-3-yn-2-ol C1(CC1)S(=O)(=O)N1N=CC(=C1)C1=NC=CC(=N1)NC=1N=CC2=C(C=CC(=C2C1)C(C)C)C#CC(C)(O)C